3-METHOXY-4-HYDROXYMANDELATE COC=1C=C(C(C(=O)[O-])O)C=CC1O